FC1=CC=C(C=C1)C(N1[C@@H](CN([C@H](C1)C)C=1C=2N=CN(C2N2C(N1)=NN=C2)C)CC#N)C2=CC=C(C=C2)F 2-((2R,5S)-1-(bis(4-fluorophenyl)methyl)-5-methyl-4-(1-methyl-1H-[1,2,4]triazolo[3,4-b]purin-4-yl)piperazin-2-yl)acetonitrile